6-bromo-3-((3-oxo-3-propoxy)amino)benzo[e][1,2,4]triazine-1-oxide BrC=1C=CC2=C(N=C(N=[N+]2[O-])NOC(CC)=O)C1